ethyl 3-((3-(3,3-difluoropropyl)-5-(4-fluorophenyl)-2,3-dimethyl-1,1-dioxido-7-(trifluoromethyl)-2,3,4,5-tetrahydrobenzo[f][1,2,5]thiadiazepin-8-yl)oxy)-2,2-dimethylpropanoate FC(CCC1(N(S(C2=C(N(C1)C1=CC=C(C=C1)F)C=C(C(=C2)OCC(C(=O)OCC)(C)C)C(F)(F)F)(=O)=O)C)C)F